C1(=CC(=CC=C1)C=CC(=O)C1=CC=C(C=C1)NC(C)=O)C N-(4-(3-(m-tolyl)acryloyl)phenyl)acetamide